C1(=CC=CC=C1)C#CSCCCC butyl (phenylethynyl) sulfide